bis(dibutylbismuthanyloxy)(butyl)bismuthane C(CCC)[Bi](O[Bi](CCCC)O[Bi](CCCC)CCCC)CCCC